(1R)-4'-chloro-3'-methyl-3-oxospiro[cyclohexane-1,1'-indene]-4-carboxylic acid methyl ester COC(=O)C1C(C[C@@]2(C=C(C3=C(C=CC=C23)Cl)C)CC1)=O